7-((3S,5R)-3,5-dimethylpiperazin-1-yl)-N-(8-fluoro-2-methylimidazo[1,2-a]pyridin-6-yl)-1H-benzo[d][1,2,3]-triazole-4-carboxamide hydrochloride Cl.C[C@H]1CN(C[C@H](N1)C)C1=CC=C(C2=C1NN=N2)C(=O)NC=2C=C(C=1N(C2)C=C(N1)C)F